5-(4-Methyl-piperazin-1-ylmethyl)-furan-2-carboxylic acid [(R)-8-(5-amino-6-methoxy-pyridin-2-yl)-2,3-dihydro-benzo[1,4]dioxin-2-ylmethyl]-amide NC=1C=CC(=NC1OC)C1=CC=CC2=C1O[C@@H](CO2)CNC(=O)C=2OC(=CC2)CN2CCN(CC2)C